4-pyrimidinylamine N1=CN=C(C=C1)N